ClC1=CC=C(C=N1)C(=O)NC=1C(=NC=CC1C1=C(C=CC(=C1)F)F)C1CCC(CC1)(F)F 6-chloro-N-[2-(4,4-difluorocyclohexyl)-4-(2,5-difluorophenyl)-3-pyridyl]pyridine-3-carboxamide